COC(=O)C1=CC=C(C=N1)C=1CCNCC1 1',2',3',6'-tetrahydro-[3,4'-bipyridine]-6-carboxylic acid methyl ester